C(C=C)(=O)N1C[C@@](CC1)(C1=C(C(=CC=C1F)Cl)Cl)NC=1C=C2C(N(C=NC2=C(C1)Cl)C)=O (R)-6-((1-Acryloyl-3-(2,3-dichloro-6-fluorophenyl)pyrrolidin-3-yl)amino)-8-chloro-3-methylquinazolin-4(3H)-one